2,4-dimethyl-3-hexanone CC(C)C(C(CC)C)=O